C(CCC)OC(NC[C@H]1C[C@H]([C@@H]2OC(O[C@@H]21)(C)C)N2C=C(C1=C2N=CN=C1N)CCCCO)=O butyl-N-{[(3aR,4R,6R,6aS)-6-[4-amino-5-(4-hydroxybutyl)pyrrolo[2,3-d]pyrimidin-7-yl]-2,2-dimethyl-tetrahydro-3aH-cyclopenta[d][1,3]dioxol-4-yl]methyl}carbamate